1-(4-((4-(4-((9-cyclopentyl-8-(phenylamino)-9H-purin-2-yl)amino)phenyl)piperazin-1-yl)methyl)phenyl)dihydropyrimidine-2,4(1H,3H)-dione C1(CCCC1)N1C2=NC(=NC=C2N=C1NC1=CC=CC=C1)NC1=CC=C(C=C1)N1CCN(CC1)CC1=CC=C(C=C1)N1C(NC(CC1)=O)=O